N1(CCCC1)C(C(=O)O)CC pyrrolidin-1-ylbutyric acid